5-(4-chlorophenyl)-3-ethylsulfonyl-N-[3-methyl-5-(trifluoromethyl)-1,3,4-thiadiazol-2-ylidene]pyridine-2-carboxamide ClC1=CC=C(C=C1)C=1C=C(C(=NC1)C(=O)N=C1SC(=NN1C)C(F)(F)F)S(=O)(=O)CC